BrC=1OC2=C(C=C(C=C2C(C1)=O)C)C(C)NC1=C(C(=O)OC(C)(C)C)C=CC=C1 tert-Butyl 2-[1-(2-bromo-6-methyl-4-oxo-chromen-8-yl)ethylamino]benzoate